4-Bromo-6-ethyl-8-methoxy-1,7-naphthyridine BrC1=CC=NC2=C(N=C(C=C12)CC)OC